5-(Methylamino)-6-(3-methylimidazo[4,5-c]pyridin-7-yl)-3-[[5-methyl-6-[(3R)-3-methylmorpholin-4-yl]-3-pyridyl]amino]pyrazin-2-carboxamid CNC=1N=C(C(=NC1C=1C2=C(C=NC1)N(C=N2)C)C(=O)N)NC=2C=NC(=C(C2)C)N2[C@@H](COCC2)C